OC(C(=O)C(=O)C(C(C)(O)C)=O)(C)C 2-hydroxy-2-methylpropanoyl ketone